1-toluenesulfonyl-2,5-dihydro-1H-pyrrole C(C1=CC=CC=C1)S(=O)(=O)N1CC=CC1